(Oxazole-2-Yl)pyrazine-2-carboxamide O1C(=NC=C1)C=1C(=NC=CN1)C(=O)N